1-(3-acetamido-phenyl)-5-mercaptotetrazole C(C)(=O)NC=1C=C(C=CC1)N1N=NN=C1S